Methyl 2-{[6-[6-[(4-cyano-2-fluoro-phenyl)methoxy]-2-pyridyl]-3-pyridyl]methyl}-3-(2-methoxyethyl)benzimidazole-5-carboxylate C(#N)C1=CC(=C(C=C1)COC1=CC=CC(=N1)C1=CC=C(C=N1)CC=1N(C2=C(N1)C=CC(=C2)C(=O)OC)CCOC)F